C12C(C)(O1)O2 bisepoxypropane